C(CC)N1CCO[C@@H]2C=3C=C(C=NC3CC[C@@H]21)C#CC=2C=C(C=CC2)C |r| (rac)-cis-4-Propyl-9-(m-tolylethynyl)-3,4,4a,5,6,10b-hexahydro-2H-[1,4]oxazino[2,3-f]quinoline